OC1=CC(=CC=C1N(CCO)CCO)[N+](=O)[O-] 1-hydroxy-6-bis(β-hydroxyethyl)amino-3-nitrobenzene